COC=1C=C(C=CC1OC)CN1C(C(CCC1=O)N1CCC(CC1)CN1CCN(CC1)C(=O)OCC1=CC=CC=C1)=O benzyl 4-[[1-[1-[(3,4-dimethoxyphenyl)methyl]-2,6-dioxo-3-piperidyl]-4-piperidyl]methyl]piperazine-1-carboxylate